2-(ethyl(methyl)amino)-1-(5-fluoro-1H-indol-3-yl)ethan-1-one C(C)N(CC(=O)C1=CNC2=CC=C(C=C12)F)C